(2S,3S)-2-((((9H-fluoren-9-yl)methoxy)carbonyl)amino)-3-((tert-butoxycarbonyl)amino)butanoic acid C1=CC=CC=2C3=CC=CC=C3C(C12)COC(=O)N[C@H](C(=O)O)[C@H](C)NC(=O)OC(C)(C)C